N-(3-{[2-(2-fluorophenyl)-4-[(methylamino)methyl]-1H-pyrrol-1-yl]sulfonyl}phenyl)-3-methoxyazetidine-1-sulfonamide FC1=C(C=CC=C1)C=1N(C=C(C1)CNC)S(=O)(=O)C=1C=C(C=CC1)NS(=O)(=O)N1CC(C1)OC